N-benzyl-1-[3-(benzyloxy)-2-(prop-2-en-1-yl)phenyl]methylamine C(C1=CC=CC=C1)NCC1=C(C(=CC=C1)OCC1=CC=CC=C1)CC=C